4-(2,5-diazabicyclo[2.2.1]heptane-2-yl)-2-(2,6-dioxopiperidin-3-yl)-6-fluoroisoindoline C12N(CC(NC1)C2)C2=C1CN(CC1=CC(=C2)F)C2C(NC(CC2)=O)=O